ClC=1C(=NC(=NC1)NC1CCOCC1)C1=CC=C2CN(C(C2=C1)=O)CC(=O)N[C@@H]1[C@@H](CC2=CC=C(C=C12)OC)O 2-(6-{5-chloro-2-[(oxacyclohex-4-yl)amino]pyrimidin-4-yl}-1-oxo-2,3-dihydro-1H-isoindol-2-yl)-N-[(1S,2R)-2-hydroxy-6-methoxy-2,3-dihydro-1H-inden-1-yl]acetamide